9-(1-carboxy-2-carboxyethyl)fluorene C(=O)(O)C(CC(=O)O)C1C2=CC=CC=C2C=2C=CC=CC12